3-(1,2,3,5,6,7-hexahydro-s-indacen-4-yl)-1-[(1-methyl-1H-pyrazol-4-yl)(1-methylpyrrolidin-3-yl)sulfamoyl]urea Sodium Salt [Na].C1CCC2=C(C=3CCCC3C=C12)NC(NS(N(C1CN(CC1)C)C=1C=NN(C1)C)(=O)=O)=O